C(C)OC(=O)C=1N=C(OC1C1=C(C=CC=C1)N)C1=CC=C(C=C1)C(F)(F)F 5-(2-aminophenyl)-2-(4-(trifluoromethyl)phenyl)Oxazole-4-carboxylic acid ethyl ester